C(=O)(O)C1=CC=C(C=C1)CCC1=CC=C(C=C1)C(=O)O 1,2-bis(4-carboxyphenyl)ethane